N[C@@H]1[C@@H]([C@H]2CC[C@@H]1O2)C(=O)O |r| (1RS,2SR,3RS,4SR)-3-amino-7-oxabicyclo[2.2.1]heptane-2-carboxylic acid